The molecule is a hydroxycalciol that is calcidiol in which the pro-S hydrogen of calcidiol is replaced by a hydroxy group and the C-23/C-27 unit is replaced by a carboxy group. It is a conjugate acid of a calcitroate. C[C@H](CC(=O)O)[C@H]1CC[C@@H]\\2[C@@]1(CCC/C2=C\\C=C/3\\C[C@H](C[C@@H](C3=C)O)O)C